5-(4-methyl-1H-pyrazol-1-yl)pentanamide CC=1C=NN(C1)CCCCC(=O)N